carbon sodium [Na].[C]